N-(2-Chlorophenyl)-6-phenylimidazo[1,2-a]pyridine-3-carboxamide ClC1=C(C=CC=C1)NC(=O)C1=CN=C2N1C=C(C=C2)C2=CC=CC=C2